(2-TERT-BUTYLPYRIMIDIN-5-YL)BORONIC ACID C(C)(C)(C)C1=NC=C(C=N1)B(O)O